2-(4-Fluorophenyl)-3-(1H-pyrazolo[3,4-b]pyridin-4-yl)-6,7-dihydro-5H-pyrazolo[5,1-b][1,3]oxazine FC1=CC=C(C=C1)C1=NN2C(OCCC2)=C1C1=C2C(=NC=C1)NN=C2